OxadiazolylaminoBenzodiazepine O1N=NC(=C1)NC1=NNC2=C(C=C1)C=CC=C2